ClC1=C(C(=O)N[C@@H](CCOCCCCC2=NC=3NCCCC3C=C2)C(=O)O)C(=CC=C1)Cl N-(2,6-dichlorobenzoyl)-O-(4-(5,6,7,8-tetrahydro-1,8-naphthyridin-2-yl)butyl)-homoserine